(2s,4r)-2-(4-(2-(4-fluorophenyl)-2H-tetrazol-5-yl)piperidine-1-carbonyl)-4-hydroxy-5,5-dimethylpiperidine-1-carboxylic acid tert-butyl ester C(C)(C)(C)OC(=O)N1[C@@H](C[C@H](C(C1)(C)C)O)C(=O)N1CCC(CC1)C=1N=NN(N1)C1=CC=C(C=C1)F